(S)-1-((S)-8-fluoroisochroman-1-yl)ethan FC=1C=CC=C2CCO[C@H](C12)CC